C(C)N(CCCOCC1=CC=CC=C1)CCN(CCOC(OC(CCCC(=O)OCCCCCCCC)CCCCCC)=O)CCOC(CC(CCCCCCC)CCCCCCC)=O octyl 6-ethyl-9-(2-((3-heptyldecanoyl)oxy)ethyl)-15-hexyl-13-oxo-1-phenyl-2,12,14-trioxa-6,9-diazanonadecane-19-oate